Cl.CN1C=C(C2=CC=C(C=C12)C1CCNCC1)N1C(NC(CC1)=O)=O 1-(1-methyl-6-(piperidin-4-yl)-1H-indol-3-yl)dihydropyrimidine-2,4(1H,3H)-dione hydrochloride